P(=O)(OC1=CNC2=CC=C(C(=C12)Cl)Br)([O-])[O-] L-5-bromo-4-chloro-3-indolyl phosphate